rel-(1aR,7R,7aR,7bS)-1,1,7,7a-Tetramethyl-1a,2,3,5,6,7,7a,7b-octahydro-1H-cyclopropa[a]-naphthalene CC1([C@@H]2[C@H]1CCC1=CCC[C@H]([C@]21C)C)C |o1:2,3,10,11|